CS(=O)(=O)C1(COC1)C1=CC=C(OCCN2CCC3(CC2)C(N(C2=CC=C(C=C23)C#N)CC(F)(F)F)=O)C=C1 1'-{2-[4-(3-methanesulfonyloxetan-3-yl)phenoxy]ethyl}-2-oxo-1-(2,2,2-trifluoroethyl)-1,2-dihydrospiro[indole-3,4'-piperidine]-5-carbonitrile